CN1CC=2C=C(C(NC2CC1)=O)NN1CC=2[C@H](CNCC2C=C1)N1C(CCCC1)C (R)-6-Methyl-3-((8-(2-methylpiperidin-1-yl)pyrido[3,4-d]piperidin-2-yl)amino)-5,6,7,8-Tetrahydro-1,6-naphthyridin-2(1H)-one